7-ethoxy-6-methoxy-1-(2-(6-methyl-1H-indol-3-yl)ethyl)-3,4-dihydroisoquinoline-2(1H)-formaldehyde C(C)OC1=C(C=C2CCN(C(C2=C1)CCC1=CNC2=CC(=CC=C12)C)C=O)OC